3',6'-bis(diethylamino)-3-methyl-5H-spiro[furan-2,9'-xanthen]-5-one C(C)N(C=1C=CC=2C3(C4=CC=C(C=C4OC2C1)N(CC)CC)OC(C=C3C)=O)CC